3-[[2-[4-(4-ethoxy-6-oxo-1H-pyridin-3-yl)-2-fluoro-phenyl]acetyl]amino]-N-[2-[(3R)-3-methoxypyrrolidin-1-yl]ethyl]-5-(trifluoromethyl)benzamide C(C)OC=1C(=CNC(C1)=O)C1=CC(=C(C=C1)CC(=O)NC=1C=C(C(=O)NCCN2C[C@@H](CC2)OC)C=C(C1)C(F)(F)F)F